7-bromo-1-methyl-1H-imidazo[4,5-c]Pyridin-4-ol BrC=1C2=C(C(=NC1)O)N=CN2C